6-chloro-3-fluoro-N-{4-fluoro-3-[5-(propan-2-yl)-2H-pyrazolo[3,4-b]pyridin-2-yl]phenyl}pyridine-2-carboxamide ClC1=CC=C(C(=N1)C(=O)NC1=CC(=C(C=C1)F)N1N=C2N=CC(=CC2=C1)C(C)C)F